tert-butyl-7-methyl-2,3-dihydro-1H-indole-2,3-dione C(C)(C)(C)N1C(C(C2=CC=CC(=C12)C)=O)=O